O1CCN(CC1)C1=C2C(=NC(=C1)N1N=C(C=C1)C=1C=C(C=CC1)C)N(C=N2)CC#N 2-(7-morpholino-5-(3-(m-tolyl)-1H-pyrazol-1-yl)-3H-imidazo[4,5-b]pyridin-3-yl)acetonitrile